S(N)(OC[C@@H]1[C@H](C[C@@H](C1)NC1=NC=NC=C1C(=O)C=1SC=C(C1)[C@H](C1=CC(=CC=C1)Cl)N)O)(=O)=O [(1R,2S,4R)-4-{[5-({4-[(S)-amino(3-chlorophenyl)methyl]-2-thienyl}carbonyl)pyrimidin-4-yl]amino}-2-hydroxycyclopentyl]methyl sulfamate